C(C=C)(=O)N1[C@@](CCC1)(C(=O)O)O N-acryloyl-4-trans-hydroxy-L-proline